FC1=CC=C(OCC=2N=C3N(C=C(C=N3)C3=CC(=NC=C3)F)C2)C=C1 2-[(4-fluorophenoxy)methyl]-6-(2-fluoro-4-pyridinyl)imidazo[1,2-a]pyrimidine